NCCNC(NC=1C=CC(=C(C(=O)N[C@H](C)C2=CC=CC3=CC=CC=C23)C1)C)=O (R)-5-(3-(2-aminoethyl)ureido)-2-methyl-N-(1-(naphthalen-1-yl)ethyl)benzamide